CNC(=O)C1CNC(C=2N1N=C1C2CNC(C1)C)=O N,3-dimethyl-10-oxo-1,2,3,4,7,8,9,10-octahydropyrido[4',3':3,4]pyrazolo[1,5-a]pyrazine-7-carboxamide